ClC1=NC(=NC=C1)[C@@H]1[C@H](C1)C(=O)OCC |r| rac-ethyl (1S*,2S*)-2-(4-chloropyrimidin-2-yl)cyclopropane-1-carboxylate